ethyl (E)-2-methyl-5-(2-(pyridin-2-yl)vinyl)benzofuran-3-carboxylate CC=1OC2=C(C1C(=O)OCC)C=C(C=C2)\C=C\C2=NC=CC=C2